Dinatrium heptaoxid [O-]OOOOO[O-].[Na+].[Na+]